2-(6-chloro-8-fluoro-4-((S)-2-methyl-4-(2,3,5,6-tetrafluoro-4-(methylthio)phenyl)piperazin-1-yl)quinolin-7-yl)-3-fluorophenol ClC=1C=C2C(=CC=NC2=C(C1C1=C(C=CC=C1F)O)F)N1[C@H](CN(CC1)C1=C(C(=C(C(=C1F)F)SC)F)F)C